1,1'-azobis(methyl 1-cyclohexanecarboxylate) N(=NC1(C(CCCC1)C)C(=O)[O-])C1(C(CCCC1)C)C(=O)[O-]